3-(5-amino-2-chloro-4-fluorophenoxy)pyridine-N-oxide NC=1C(=CC(=C(OC=2C=[N+](C=CC2)[O-])C1)Cl)F